5-((5-ethynylfuran-2-yl)methylene)-1-(2-methoxyphenyl)-2-thioxodihydropyrimidine-4,6(1H,5H)-dione C(#C)C1=CC=C(O1)C=C1C(NC(N(C1=O)C1=C(C=CC=C1)OC)=S)=O